NC1=NC=CC(=C1)C(=O)O amino-4-picolinic acid